6-{4'-fluoro-[1,1'-biphenyl]-2-amido}pyridine-3-carboxylic acid methyl ester COC(=O)C=1C=NC(=CC1)NC(=O)C=1C(=CC=CC1)C1=CC=C(C=C1)F